6-(3,3-difluoroazetidin-1-yl)-5-fluoro-1H-pyrazolo[3,4-b]pyridin-3-amine FC1(CN(C1)C1=C(C=C2C(=N1)NN=C2N)F)F